FC1=CC(=CC2=C1OC(CO2)C2=CC=C(C=C2)C(F)(F)F)CN2C=NC=1C2=NC=C(C1)I 3-((8-fluoro-2-(4-(trifluoromethyl)phenyl)-2,3-dihydrobenzo[b][1,4]dioxin-6-yl)methyl)-6-iodo-3H-imidazo[4,5-b]pyridine